NC1=C2C=CC=NC2=C(C=C1)OC1CC1 5-amino-8-cyclopropyloxy-quinoline